C1NCCC2=CC=CC=C12 trans-tetrahydroisoquinoline